The molecule is an oxo dicarboxylic acid. It derives from a malonic acid. It is a conjugate acid of an oxomalonate(1-). C(=O)(C(=O)O)C(=O)O